O=S1(C[C@@H](C=C1)N1C(C=2C=CC(=NC2C=C1)C1=CC=C(C=C1)OC)=O)=O (R)-6-(1,1-dioxo-2,3-dihydrothiophen-3-yl)-2-(4-methoxyphenyl)-1,6-naphthyridin-5(6H)-one